ClC1=CC=C(C=C1)C1OC(=C(C1=O)OC(C)=O)N (4-chlorophenyl)-4-(acetoxy)-5-amino-3(2H)-furanone